N2-[2-(3-trifluoromethoxyphenoxy)pyrimidin-5-yl]pyridine-2,3-diamine FC(OC=1C=C(OC2=NC=C(C=N2)NC2=NC=CC=C2N)C=CC1)(F)F